P(O)(=O)(OP(=O)(O)OP(=O)(O)O)OC[C@@H]1[C@H]([C@H]([C@@H](O1)N1C(=O)N=C(N)C(=C1)CO)O)O 5-Hydroxymethylcytidine Triphosphate